N-[5-[(tert-butyldimethylsilyl)oxy]pyridin-2-yl]-4-(5-methoxypyridin-2-yl)piperazine-1-carboxamide [Si](C)(C)(C(C)(C)C)OC=1C=CC(=NC1)NC(=O)N1CCN(CC1)C1=NC=C(C=C1)OC